[C@@H]1(C[C@@H](CCC1)CO)CO (1r,3r)-cyclohexane-1,3-diyldimethanol